2-(6-(4-methylpiperazin-1-yl)pyridin-3-yl)-N4-(3-methyl-2-oxo-2,3-dihydrobenzo[d]oxazol-6-yl)-5-methylpyrimidine-2,4-diamine trifluoroacetate FC(C(=O)O)(F)F.CN1CCN(CC1)C1=CC=C(C=N1)C1(NC=C(C(=N1)NC1=CC2=C(N(C(O2)=O)C)C=C1)C)N